Ethyl (S)-2-(2,5-difluoro-4-(6-hydroxypyridin-2-yl)benzyl)-4-fluoro-1-(oxetan-2-ylmethyl)-1H-benzo[d]imidazole-6-carboxylate FC1=C(CC2=NC3=C(N2C[C@H]2OCC2)C=C(C=C3F)C(=O)OCC)C=C(C(=C1)C1=NC(=CC=C1)O)F